C(C1=CC=CC=C1)N1N=CC(=C1)S(=O)(=O)NC1=NC(=CC(=N1)OC1=CC=CC=C1)C1=CC=CC=C1 1-benzyl-N-(4-phenoxy-6-phenyl-pyrimidin-2-yl)pyrazole-4-sulfonamide